N-(1-(3,4-dichlorophenyl)-2-(4-methylpiperazin-1-yl)ethyl)-4-(4-(trifluoromethyl)phenoxy)benzenesulfonamide ClC=1C=C(C=CC1Cl)C(CN1CCN(CC1)C)NS(=O)(=O)C1=CC=C(C=C1)OC1=CC=C(C=C1)C(F)(F)F